C(CCCCCCCCCCC)OCCOCCOCCOCCOCCOCCOCCOCCOCCOCCO decaethyleneglycol monododecyl ether